O1C(=CC=C1)[C@H]1C[C@@H](OC=2N(N=C(C21)C(F)(F)F)C2=CC=C(C(=O)OCCOC(CCC=C)=O)C=C2)OCCOC(CC)=O 2-(pent-4-enoyloxy)ethyl 4-((4S,6R)-4-(furan-2-yl)-6-(2-(propionyloxy)ethoxy)-3-(trifluoromethyl)-5,6-dihydropyrano[2,3-c]pyrazol-1(4H)-yl)benzoate